ClC1=NC=C(C(=C1)OC)Cl 2,5-dichloro-4-methoxypyridine